9H-fluoren-9-ylmethyl (2R,3R)-2-(2-chloro-5-fluoro-3-methyl-phenyl)-3-hydroxy-pyrrolidine-1-carboxylate ClC1=C(C=C(C=C1C)F)[C@H]1N(CC[C@H]1O)C(=O)OCC1C2=CC=CC=C2C=2C=CC=CC12